C(N)(=O)C=1N=NN(C1)C1=C(C=C(C=C1)Cl)C1=CC(N2[C@@H](CCC2=C1)C(=O)OCC(=O)C1=CC=C(C=C1)NC(=O)OC(C)(C)C)=O 2-[4-({[(2-methyl-2-propanyl)oxy]carbonyl}amino)phenyl]-2-oxoethyl (3S)-7-[2-(4-carbamoyl-1H-1,2,3-triazol-1-yl)-5-chlorophenyl]-5-oxo-1,2,3,5-tetrahydro-3-indolizinecarboxylate